ClC1=CC(=C(C=C1)CCC(=O)OC)CN1C2=NC(=NC(=C2N=C1)NC)Cl methyl 3-(4-chloro-2-((2-chloro-6-(methylamino)-9H-purin-9-yl)methyl)phenyl)-propanoate